(2R,5S)-2-(4-phenoxyphenyl)-5-[(pyrimidin-2-ylmethylamino)methyl]-1,4-thiazepan-3-one hydrochloride Cl.O(C1=CC=CC=C1)C1=CC=C(C=C1)[C@H]1SCC[C@H](NC1=O)CNCC1=NC=CC=N1